N'-acetyl-4-amino-7-fluoro-N'-methyl-N-[[5-(trifluoromethyl)-2-pyridyl]methyl]-1,3-dihydrofuro[3,4-c]quinoline-8-carbohydrazide C(C)(=O)N(N(C(=O)C1=CC=2C3=C(C(=NC2C=C1F)N)COC3)CC3=NC=C(C=C3)C(F)(F)F)C